C1CC12C[N]C(C2)=O 5λ2-azaspiro[2.4]heptan-6-one